propanoylcarbamate C(CC)(=O)NC([O-])=O